tert-butyl N-(7-bromo-3-pentyl-2-quinolyl)-N-tert-butoxycarbonyl-carbamate BrC1=CC=C2C=C(C(=NC2=C1)N(C(OC(C)(C)C)=O)C(=O)OC(C)(C)C)CCCCC